FC1=C(C(=CC2=CN(N=C12)C)C=1C=CC=2C(N1)=CN(N2)C2CCNCC2)O 7-fluoro-2-methyl-5-[2-(4-piperidyl)pyrazolo[4,3-b]pyridin-5-yl]indazol-6-ol